CC=1C=NNC1C 4,5-dimethyl-1H-pyrazole